ClC1=CC=C(C=C1)C1(N(C(C2=CC(=CC=C12)C(=C)OCC)=O)CC1=NC=C(C=C1)Cl)OC1CS(CC1)(=O)=O 3-(4-chlorophenyl)-2-((5-chloropyridin-2-yl)methyl)-3-((1,1-dioxotetrahydrothiophen-3-yl)oxy)-6-(1-ethoxyvinyl)isoindolin-1-one